[Si](C)(C)(C(C)(C)C)OCC=1N=C(C2=C(N1)N(C(C2(C)C)=O)C2=CC=C(C=C2)N2CCOCC2)NC(C)C 2-(((tert-Butyldimethylsilyl)oxy)methyl)-4-(isopropylamino)-5,5-dimethyl-7-(4-morpholinophenyl)-5,7-dihydro-6H-pyrrolo[2,3-d]pyrimidin-6-one